C(C)OC(=O)C=CC(CCCCCCCC)(C(=O)OCC)C(=O)OCC triethyl-undec-1-ene-1,3,3-tricarboxylate